C(C1=CC=CC=C1)OC=1C=C2C(=NC(=NC2=CC1OC)C)N[C@H](C)C1=CC(=CC=C1)C=1C=NNC1 6-(benzyloxy)-7-methoxy-2-methyl-N-{(1R)-1-[3-(1H-pyrazol-4-yl)phenyl]ethyl}quinazolin-4-amine